1-((5-(2-((2-(trifluoromethyl)pyrido[2,3-d]pyrimidin-4-yl)thio)acetyl)thiophen-2-yl)methyl)pyrrolidin-2-one FC(C=1N=C(C2=C(N1)N=CC=C2)SCC(=O)C2=CC=C(S2)CN2C(CCC2)=O)(F)F